BrC=1C=C2C(=NC1)N(N=C2CN(C)C)COCC[Si](C)(C)C 1-(5-bromo-1-((2-(trimethylsilyl)ethoxy)methyl)-1H-pyrazolo[3,4-b]pyridin-3-yl)-N,N-dimethylmethanamine